N-(4-(4-((1-propenylindolin-6-yl)amino)-6-amino-1,3,5-triazin-2-yl)-2-methylbenzyl)-4-tert-butylbenzamide C(=CC)N1CCC2=CC=C(C=C12)NC1=NC(=NC(=N1)N)C1=CC(=C(CNC(C2=CC=C(C=C2)C(C)(C)C)=O)C=C1)C